CC1=CC(=C(N1C2=CN=CC=C2)C)/C=C/3\\C(=O)NC(=S)S3 The molecule is a member of the class of thiazolidinone that is rhodanine in which the two methylene hydrogens have been replaced by a 2,5-dimethyl-1-(pyridin-3-yl)-1H-pyrrol-3-yl]methylidene group. A TRPA1 ligand that can be reversibly photoactivated. It has a role as a TRPA1 channel agonist. It is a member of pyrroles, a member of pyridines, an olefinic compound and a thiazolidinone. It derives from a rhodanine.